2-(4-{[(tert-butoxy)carbonyl](hydroxy)amino}-3-(4-methanesulfonylphenyl)-4-methyl-5-oxo-4,5-dihydro-1H-pyrazol-1-yl)acetic acid ethyl ester C(C)OC(CN1N=C(C(C1=O)(C)N(O)C(=O)OC(C)(C)C)C1=CC=C(C=C1)S(=O)(=O)C)=O